N1(CCOCC1)C1=NC(=NC(=N1)N1CCNCC1)C=1C=CC(=NC1)N 5-(4-morpholinyl-6-(piperazin-1-yl)-1,3,5-triazin-2-yl)pyridin-2-amine